BrC1=CC=2C3(C4=CC(=CC(=C4OC2C(=C1)Br)Br)Br)OC(C1=CC=CC=C13)=O 2',4',5',7'-tetrabromo-3-oxo-3H-spiro[isobenzofuran-1,9'-xanthene]